N1=CC(=CC2=CC=CC=C12)C1=NC2=CC=CC=C2C=N1 (3-QUINOLYL)-QUINAZOLINE